methyl 5-(2,2-dimethyltetrahydro-2H-pyran-4-yl-5-d)-1H-indole-2-carboxylate CC1(OCC(C(C1)C=1C=C2C=C(NC2=CC1)C(=O)OC)[2H])C